2(3H)-Benzothiazolthion S1C(NC2=C1C=CC=C2)=S